N[N+]1=C(C=NC(=C1)Br)N 1,2-diamino-5-bromopyrazin-1-ium